sec-hexyl n-butyrate C(CCC)(=O)OC(C)CCCC